methyl (S)-3-aminobutanoate hydrochloride Cl.N[C@H](CC(=O)OC)C